O1CC2(C3=C1C=CC=C3)COC3=C2C=CC=C3 2H-2'H-3,3'-spirobi[benzofuran]